N(/N)=C\1/CC[C@@H]2[C@@]1(CC[C@@H]1[C@]3(CCC=4N=C(SC4C3=CC[C@@H]21)NC2=CC=C(C(=O)O)C=C2)C)C 4-(((5aR,5bS,7aS,10aS,10bR,E)-8-hydrazineylidene-5a,7a-dimethyl-5,5a,5b,6,7,7a,8,9,10,10a,10b,11-dodecahydro-4H-cyclopenta[7,8]phenanthro[2,1-d]thiazol-2-yl)amino)benzoic acid